C(CCC)[B-](C1=CC=C(C=C1)C(C)(C)C)(C1=CC=C(C=C1)C(C)(C)C)C1=CC=C(C=C1)C(C)(C)C.C(CCC)N1C=[N+](C=C1)C 1-butyl-3-methylimidazolium butyl-tris(4-tert-butylphenyl)borate